2-amino-3-methyl-N-[[3-(triazol-1-yl)phenyl]methyl]-N-[[5-(trifluoromethyl)-2-pyridyl]methyl]quinoline-6-carboxamide tris(2,4-dibutylphenyl)phosphite C(CCC)C1=C(C=CC(=C1)CCCC)OP(OC1=C(C=C(C=C1)CCCC)CCCC)OC1=C(C=C(C=C1)CCCC)CCCC.NC1=NC2=CC=C(C=C2C=C1C)C(=O)N(CC1=NC=C(C=C1)C(F)(F)F)CC1=CC(=CC=C1)N1N=NC=C1